5-(sec-butylamino)-4-hexene-3-one C(C)(CC)NC(=CC(CC)=O)C